3-[4-[3-[4-[6-[6-[(2R)-2-(3-Fluorophenyl)pyrrolidin-1-yl]imidazo[1,2-b]pyridazin-3-yl]-2-pyridyl]piperazin-1-yl]propylamino]-3-methyl-2-oxo-benzimidazol-1-yl]piperidine-2,6-dione FC=1C=C(C=CC1)[C@@H]1N(CCC1)C=1C=CC=2N(N1)C(=CN2)C2=CC=CC(=N2)N2CCN(CC2)CCCNC2=CC=CC=1N(C(N(C12)C)=O)C1C(NC(CC1)=O)=O